3,5-bis(2-methylpropyl)cyclohexane-1,2-dione CC(CC1C(C(CC(C1)CC(C)C)=O)=O)C